4-[(3R)-3-{bicyclo[1.1.1]pentan-1-ylamino}pyrrolidin-1-yl]-N-{8-fluoro-2-methylimidazo[1,2-a]pyridin-6-yl}-2-methylindazole-7-carboxamide C12(CC(C1)C2)N[C@H]2CN(CC2)C=2C1=CN(N=C1C(=CC2)C(=O)NC=2C=C(C=1N(C2)C=C(N1)C)F)C